(1-benzyl-5-bromo-4-methyl-2-oxo-3-pyridinyl)acetamide C(C1=CC=CC=C1)N1C(C(=C(C(=C1)Br)C)CC(=O)N)=O